NC=1C=C(C(C(=O)[O-])=CC1)O.[Na+] Sodium p-Aminosalicylate